NC1=CC=C2C(NC(NC2=C1)=O)=O 7-aminoquinazolin-2,4(1H,3H)-dione